3-endo-(8-{2-[((S)-2,3-dihydroxypropionyl)-(4-methyl-cyclohexyl-methyl)amino]ethyl}-8-azabicyclo[3.2.1]oct-3-yl)-benzamide TFA salt OC(=O)C(F)(F)F.O[C@H](C(=O)N(CCN1C2CC(CC1CC2)C=2C=C(C(=O)N)C=CC2)CC2CCC(CC2)C)CO